6-(cyclopropanecarboxamido)-N-methoxy-4-((3-(1-methyl-1H-pyrazole-3-yl)-2-(2,2,2-trifluoroethoxy)phenyl)amino)nicotinamide C1(CC1)C(=O)NC1=NC=C(C(=O)NOC)C(=C1)NC1=C(C(=CC=C1)C1=NN(C=C1)C)OCC(F)(F)F